CC1=C(C=2C(=NC=C(C2)C=2C=C3CCN(CC3=C(C2)[C@H]2N(CCC2)C(=O)[O-])C([C@](C(F)(F)F)(C)O)=O)N1)C (S)-2-(6-(2,3-dimethyl-1H-pyrrolo[2,3-b]pyridin-5-yl)-2-((S)-3,3,3-trifluoro-2-hydroxy-2-methylpropanoyl)-1,2,3,4-tetrahydroisoquinolin-8-yl)pyrrolidine-1-carboxylate